tert-butyl 5-amino-4-(5-((E)-(2-(((R)-3,3-difluorocyclopentyl) amino) cyclohexylidene) methyl)-1-oxoisoindolin-2-yl)-5-oxopentanoate NC(C(CCC(=O)OC(C)(C)C)N1C(C2=CC=C(C=C2C1)/C=C\1/C(CCCC1)N[C@H]1CC(CC1)(F)F)=O)=O